FC1=CC=C2C3=C(NC2=C1)C(=NC(=C3)C(=O)O)C3=CC=C(C=C3)N(S(=O)(=O)N3CCN(CC3)C)C 7-fluoro-1-[4-[methyl-(4-methylpiperazin-1-yl)sulfonyl-amino]phenyl]-9H-pyrido[3,4-b]indole-3-carboxylic acid